9-(4-chloro-6-(phenyl-d5)-1,3,5-triazin-2-yl)-9H-carbazole-1,2,3,4,5,6,7,8-d ClC1=NC(=NC(=N1)C1=C(C(=C(C(=C1[2H])[2H])[2H])[2H])[2H])N1C2=C(C(=C(C(=C2C=2C(=C(C(=C(C12)[2H])[2H])[2H])[2H])[2H])[2H])[2H])[2H]